O1CCC(CC1)C=O Tetrahydro-2H-pyran-4-carbaldehyde